NCC(=O)[O-].C(CC)[NH+](C)C propyldimethylammonium glycinate